1-(2-(dimethylamino)-ethyl)-2-((6-(trifluoro-methoxy)benzo[d]-oxazol-2-yl)amino)-1H-benzo[d]imidazole-5-carboxylic acid CN(CCN1C(=NC2=C1C=CC(=C2)C(=O)O)NC=2OC1=C(N2)C=CC(=C1)OC(F)(F)F)C